diethyl-3,3'-difluoro-4,4'-bipyridine C(C)C=1C(=C(C(=NC1)CC)F)C1=C(C=NC=C1)F